O=C1NC(CCC1C1=NN(C2=C(C=CC=C12)N1CCC(CC1)CN1C2CN(CC1C2)C(=O)OC(C)(C)C)C)=O tert-butyl 6-((1-(3-(2,6-dioxopiperidin-3-yl)-1-methyl-1H-indazol-7-yl)piperidin-4-yl)methyl)-3,6-diazabicyclo[3.1.1]heptane-3-carboxylate